8-(2-chloro-6-methylpyridin-4-yl)-2-((3-fluoropyridin-2-yl)methyl)-7-(oxazol-2-yl)-[1,2,4]triazolo[1,5-c]pyrimidin-5-amine ClC1=NC(=CC(=C1)C=1C=2N(C(=NC1C=1OC=CN1)N)N=C(N2)CC2=NC=CC=C2F)C